ClC1=C(C=2N=C(N=C(C2C(=N1)NCCO)O)SC)F 7-chloro-8-fluoro-5-(2-hydroxyethyl)amino-2-(methylthio)pyrido[4,3-d]pyrimidin-4-ol